ClC1=C(C(=C(C(=C1F)C(C)C)NC(=O)NS(=O)(=O)C=1OC2=C(C1)C(CCC2)(C)O)C(C)C)F N-((4-chloro-3,5-difluoro-2,6-diisopropylphenyl)carbamoyl)-4-hydroxy-4-methyl-4,5,6,7-tetrahydrobenzofuran-2-sulfonamide